6-chloro-1-cyclopropyl-7-fluoro-5-iodo-1,3-benzodiazole ClC=1C(=CC2=C(N(C=N2)C2CC2)C1F)I